FC=1C=C(C=CC1N1CCOCC1)SC=1C=C(C(=CC1)N)N 4-((3-fluoro-4-morpholinophenyl)thio)benzene-1,2-diamine